N[C@H]1CS(C2=C(N(C1=O)CC1=CC=C(C=C1)Cl)C=C(C=C2)C=2OC(=NN2)C(C(F)(F)F)(C)OC)(=O)=O (3R)-3-amino-5-[(4-chlorophenyl)methyl]-1,1-dioxo-7-[5-(2,2,2-trifluoro-1-methoxy-1-methyl-ethyl)-1,3,4-oxadiazol-2-yl]-2,3-dihydro-1lambda6,5-benzothiazepin-4-one